C(C)(C)(C)C=1N=C(N(C1)C(=O)NCCC(C)C)SC 4-(tert-Butyl)-N-iso-pentyl-2-(methylthio)-1H-imidazole-1-carboxamide